C(CCCCCCCCCCC)[I+]C1=CC=CC=C1 dodecylphenyl-iodonium